CC1(NCC[C@@H](C1)N1N=C(C(=C1)NC1=NC=C(C(=N1)N1C=CC=2C(=CC=CC12)C#N)F)OC)C (S)-1-(2-((1-(2,2-dimethylpiperidin-4-yl)-3-methoxy-1H-pyrazol-4-yl)amino)-5-fluoropyrimidin-4-yl)-1H-indole-4-carbonitrile